dodecen-4-one C=CCC(CCCCCCCC)=O